(S)-tert-Butyl 4'-((5-((1-(2-fluoro-3-(trifluoromethyl)phenyl)ethyl)carbamoyl)-2,3-dimethyl-1H-indol-1-yl)methyl)-[1,1'-biphenyl]-2-carboxylate FC1=C(C=CC=C1C(F)(F)F)[C@H](C)NC(=O)C=1C=C2C(=C(N(C2=CC1)CC1=CC=C(C=C1)C=1C(=CC=CC1)C(=O)OC(C)(C)C)C)C